barium-magnesium manganese [Mn].[Mg].[Ba]